15,18-Dihydroxynonacosanoic acid OC(CCCCCCCCCCCCCC(=O)O)CCC(CCCCCCCCCCC)O